C(C)SC(=C(C#N)C(C)=O)SCC 2-(bis(ethylsulfanyl)methylene)-3-oxo-butyronitrile